Ethyl (Z)-4-[3-ethoxy-3-oxo-1-(tributylstannyl)prop-1-en-1-yl]benzoate C(C)OC(\C=C(/[Sn](CCCC)(CCCC)CCCC)\C1=CC=C(C(=O)OCC)C=C1)=O